FC1=C(C(=C(C(=C1[B-](C1=C(C(=C(C(=C1F)F)F)F)F)(C1=C(C(=C(C(=C1F)F)F)F)F)C1=C(C(=C(C(=C1F)F)F)F)F)F)F)F)F.C(CCCCCCCCCCCCCCCCC)[NH+](C)CCCCCCCCCCCCCCCCCC di(octadecyl)methylammonium [tetrakis(pentafluorophenyl)borate]